3-methacryloyloxypropyl-triethoxy-silane C(C(=C)C)(=O)OCCC[Si](OCC)(OCC)OCC